BrC1=C(C=C2C(=NC(=NC2=C1F)Cl)C=1C(=NN2C1CNCCC2)C(=O)N(C)C2CC2)F (7-bromo-2-chloro-6,8-difluoroquinazolin-4-yl)-N-cyclopropyl-N-methyl-5,6,7,8-tetrahydro-4H-pyrazolo[1,5-a][1,4]diazepine-2-carboxamide